C(CC)(=O)OCC(COC(CC)=O)=C 2-methylene-1,3-propanediol dipropionate